S1C(=NC2=C1C=CC=C2)NC(=O)C=2C=CC=C1CCN(CC21)C2=CC=C(C(=N2)C(=O)OC(C)(C)C)C=2C(=C(OC1CC3(C1)CCN(CC3)CC(=O)O)C=CC2)C 2-(2-(3-(6-(8-(benzo[d]thiazol-2-ylcarbamoyl)-3,4-dihydroisoquinolin-2(1H)-yl)-2-(tert-butoxycarbonyl)pyridin-3-yl)-2-methylphenoxy)-7-azaspiro[3.5]nonan-7-yl)acetic acid